hydroxyl-benzotrifluoride OC1=C(C=CC=C1)C(F)(F)F